[Cl-].CN1CN(CC1)C=C 1-methyl-3-vinylimidazoline chloride